rhodium-praseodymium [Pr].[Rh]